2-(8-hydroxy-[1,2,4]triazolo[1,5-a]pyridin-5-yl)-N-(methylsulfonyl)acetamide OC=1C=2N(C(=CC1)CC(=O)NS(=O)(=O)C)N=CN2